N-{3-[4-(4-methoxyphenyl)piperazin-1-yl]propyl}-3-phenyl-adamantane-1-carboxamide COC1=CC=C(C=C1)N1CCN(CC1)CCCNC(=O)C12CC3(CC(CC(C1)C3)C2)C2=CC=CC=C2